N1=C(C=C2N1CCN(C2)C(=O)OC(C)(C)C)C(=O)OCC O5-tert-butyl O2-ethyl 6,7-dihydro-4H-pyrazolo[1,5-a]pyrazine-2,5-dicarboxylate